C(CCC)N([C@@H](CCCCN)C[O-])C(C)=O butyl-acetyl-lysinolate